methyl rac-cis-2-[(6-chloropyrazolo[3,4-d]pyrimidin-1-yl)methyl]cyclopentanecarboxylate ClC1=NC=C2C(=N1)N(N=C2)C[C@@H]2[C@@H](CCC2)C(=O)OC |r|